OCC=1C=NN2C1CC(CC2)C(=O)N2C(CN(CC2)C(=O)OC(C)(C)C)(C)C tert-butyl 4-(3-(hydroxymethyl)-4,5,6,7-tetrahydropyrazolo[1,5-a]pyridine-5-carbonyl)-3,3-dimethylpiperazine-1-carboxylate